Methyl 3-((3-butyl-2-methyl-7-(methylthio)-1,1-dioxido-5-phenyl-2,3,4,5-tetrahydro-1,2,5-benzothiadiazepin-8-yl)oxy)-2-methoxy-2-methylpropanoate C(CCC)C1N(S(C2=C(N(C1)C1=CC=CC=C1)C=C(C(=C2)OCC(C(=O)OC)(C)OC)SC)(=O)=O)C